C(C=C)C(=O)C=1C=C(C=C(C(=O)O)C1)C(=O)O 5-allylformylisophthalic acid